4-(3-(2-chlorophenyl)-1,4-oxazepan-4-yl)-2-fluorobenzoic acid ClC1=C(C=CC=C1)C1COCCCN1C1=CC(=C(C(=O)O)C=C1)F